FC(C(C(F)(F)F)(C1=CC=C(C=C1)OC1=CC(=C(C=C1)C(=O)O)C(=O)O)C1=CC=C(C=C1)OC1=CC(=C(C=C1)C(=O)O)C(=O)O)(F)F 1,1,1,3,3,3-hexafluoro-2,2-bis[4-(3,4-dicarboxyphenoxy)phenyl]propane